Cl.Cl.C1NCCC2=CC(=CC=C12)N 1,2,3,4-tetrahydroisoquinolin-6-amine bishydrochloride